NC1=C(C=2C(=NC=C(C2S1)F)C=1C2=C(C=3C=NC(=NC3C1F)N1[C@@H]([C@@H](CC1)NC(C)C)C)COC2)C#N 2-Amino-7-fluoro-4-(5-fluoro-3-((2R,3R)-3-(isopropylamino)-2-methylpyrrolidin-1-yl)-7,9-dihydrofuro[3,4-f]quinazolin-6-yl)thieno[3,2-c]pyridine-3-carbonitrile